4-methoxy-tyramine COC1(CC=C(CCN)C=C1)O